(2-oxa-7-aza-spiro[3.5]non-7-yl)-methanone C1OCC12CCN(CC2)C=O